OCC=1C=CC(=C(C1)O)OC 5-Hydroxymethyl-2-methoxyphenol